ClC1=C(C=NN1C(CO)(C)C)NC1=NC2=CC(=C(C=C2C=N1)Cl)C1CCN(CC1)C 2-(5-chloro-4-{[6-chloro-7-(1-methylpiperidin-4-yl)quinazolin-2-yl]amino}-1H-pyrazol-1-yl)-2-methylpropan-1-ol